(S)-N-(1-Amino-3-hydroxy-1-oxopropan-2-yl)-2-methyl-5-(pyrimidin-2-ylmethoxy)benzofuran-3-carboxamide NC([C@H](CO)NC(=O)C1=C(OC2=C1C=C(C=C2)OCC2=NC=CC=N2)C)=O